C(C1=CC=CC=C1)N1C(C2=C(CC1)SC(=C2)Br)=O 5-benzyl-2-bromo-6,7-dihydrothieno[3,2-c]pyridin-4(5H)-one